9-(4-chloro-2-fluoro-phenyl)-7-[(2R)-2-(2-methoxy-4-pyridyl)morpholin-4-yl]-2,3-dimethyl-pyrimido[1,2-b]pyridazin-4-one ClC1=CC(=C(C=C1)C=1C=2N(N=C(C1)N1C[C@H](OCC1)C1=CC(=NC=C1)OC)C(C(=C(N2)C)C)=O)F